2-isobutyl-6-methyl-2,3-dihydronaphtho[2,3-b]furan-4,9-dione C(C(C)C)C1CC2=C(O1)C(C1=CC=C(C=C1C2=O)C)=O